N-methyl-2,3-dihydro-1H-indene-5-carboxamide CNC(=O)C=1C=C2CCCC2=CC1